(2S,3R)-3-(5-chloro-2-pyrimidinyl)-N-(4-(4,6-dimethoxy-5-pyrimidinyl)-5-(3-oxetanylmethyl)-4H-1,2,4-triazol-3-yl)-2-butanesulfonamide ClC=1C=NC(=NC1)[C@H]([C@H](C)S(=O)(=O)NC1=NN=C(N1C=1C(=NC=NC1OC)OC)CC1COC1)C